Diacetone Allyl-Methacrylate C(C=C)OC(C(=C)C)=O.CC(=O)C.CC(=O)C